CC1=C(C(=CC=C1)C)NCCO N-(2',6'-dimethylphenyl)ethanolamine